(2S)-2-{[(9H-fluoren-9-ylmethoxy)carbonyl]amino}-3-methylbutyric acid C1=CC=CC=2C3=CC=CC=C3C(C12)COC(=O)N[C@H](C(=O)O)C(C)C